bis(6-((3-hexylundecanoyl)oxy)hexyl) 2-(((2-(dimethylamino)ethoxy)carbonyl)oxy)pentanedioate CN(CCOC(=O)OC(C(=O)OCCCCCCOC(CC(CCCCCCCC)CCCCCC)=O)CCC(=O)OCCCCCCOC(CC(CCCCCCCC)CCCCCC)=O)C